(3-chloro-benzyl)-proline ClC=1C=C(CN2[C@@H](CCC2)C(=O)O)C=CC1